FC1(C(C2=CC(=C=C=C12)OC=1C=C(C(=O)N)C=C(C1)Cl)=O)F 3-(8,8-difluoro-7-oxobicyclo[4.2.0]oct-1,3,5-triene-2-enyloxy)-5-chlorobenzamide